3-methoxy-4-phenoxybenzaldehyde COC=1C=C(C=O)C=CC1OC1=CC=CC=C1